FC=1C=C2NC=CC2=C2CCSCCSCCC(N3N=CC=C3C=3C(=CC=C(OC12)C3)F)C=3C=C(C=CC3)/C=C/C(=O)OCC Ethyl (E)-3-[3-(23,29-difluoro-25-oxa-10,13-dithia-5,6,20-triazapentacyclo-[24.3.1.02,6.016,24.017,21]triaconta-1(30),2,4,16,18,21,23,26,28-nonaen-7-yl)phenyl]prop-2-enoate